C(C)S(=O)(=O)C=1C=CC(=C(C1)C=1C2=C(C(N(C1)C)=O)NC=C2)O[C@@H]2CC[C@H](CC2)O 4-{5-(ethylsulfonyl)-2-[(trans-4-hydroxycyclohexyl)oxy]phenyl}-6-methyl-1,6-dihydro-7H-pyrrolo[2,3-c]pyridine-7-one